6-(5-Chloropyridyl)-8-(1-methyl-1H-pyrazol-4-yl)-[1,2,4]triazolo[1,5-a]pyrazine ClC=1C=CC(=NC1)C=1N=C(C=2N(C1)N=CN2)C=2C=NN(C2)C